C(=O)(O)C1=CC=C(C=C1)C=1C=CC2=C3C=CC(=CC3=C3C(=C2C1)C1=C(C2=C3C=C(C=C2)C2=CC=C(C=C2)C(=O)O)C=CC(=C1)C1=CC=C(C=C1)C(=O)O)C1=CC=C(C=C1)C(=O)O 2,7,10,15-tetra(4-carboxyphenyl)dibenzo[A,C]benzophenanthrene